(4-(3,4-dihydroxyphenyl-methylaminocarbonyl)-2,5-dihydroxyphenyl)acetic acid OC=1C=C(C=CC1O)N(C(=O)C1=CC(=C(C=C1O)CC(=O)O)O)C